N-(methyl)diethanolamine CN(CCO)CCO